2,4,6-Trimethyl-1,3,5-triazine CC1=NC(=NC(=N1)C)C